N1=COC2=C1C=1C=COC1C=C2 Benzofuro[4,5-d]Oxazole